N-(3-amino-1-bicyclo[1.1.1]pentanyl)-2-chloro-4-[[3-[1-(2,2-difluoroethyl)-3-(trifluoromethyl)pyrazol-4-yl]imidazo[1,2-a]pyrazin-8-yl]amino]benzamide NC12CC(C1)(C2)NC(C2=C(C=C(C=C2)NC=2C=1N(C=CN2)C(=CN1)C=1C(=NN(C1)CC(F)F)C(F)(F)F)Cl)=O